2-((R*)-3-((S*)-1-((2,5-bis(trifluoromethyl)pyrazolo[1,5-a]pyrimidin-7-yl)amino)-2-(4-fluorophenyl)propan-2-yl)pyrrolidin-1-yl)acetamide FC(C1=NN2C(N=C(C=C2NC[C@](C)(C2=CC=C(C=C2)F)[C@@H]2CN(CC2)CC(=O)N)C(F)(F)F)=C1)(F)F |o1:12,21|